(2S)-6-chloro-4-oxo-N-[(1RS,2SR,4RS,5SR)-5-{5-[cis-3-(trifluoromethoxy)cyclobutyl]-1,3,4-oxadiazol-2-yl}-7-oxabicyclo[2.2.1]heptan-2-yl]-3,4-dihydro-2H-1-benzopyran-2-carboxamide ClC=1C=CC2=C(C(C[C@H](O2)C(=O)N[C@@H]2[C@H]3C[C@@H]([C@@H](C2)O3)C=3OC(=NN3)[C@@H]3C[C@@H](C3)OC(F)(F)F)=O)C1 |&1:13,14,16,17|